BrC1=CC=C(C=C1)NS(=O)(=O)C=1C=CC(=C(C(=O)NC2=CC=C(C=C2)Cl)C1)Cl 5-(N-(4-bromophenyl)sulfamoyl)-2-chloro-N-(4-chlorophenyl)benzamide